N-(4-ethoxy-5-methoxy-2-((4-(2-(methylamino)ethyl)phenyl)carbamoyl)phenyl)-4-oxo-4H-chromen-2-carboxamide trifluoroacetate FC(C(=O)O)(F)F.C(C)OC1=CC(=C(C=C1OC)NC(=O)C=1OC2=CC=CC=C2C(C1)=O)C(NC1=CC=C(C=C1)CCNC)=O